CN1C(C2=C(C(=C1)C1=CC(N(C=C1C1=CC=C(C=C1)CSC)C)=O)C=C(N2)C=2C=NN(C2)C(F)(F)F)=O 6-methyl-4-(1-methyl-5-(4-((methylthio)methyl)phenyl)-2-oxo-1,2-dihydropyridin-4-yl)-2-(1-(trifluoromethyl)-1H-pyrazol-4-yl)-1,6-dihydro-7H-pyrrolo[2,3-c]pyridin-7-one